C(C)C1=C(C=2C=C3C(=C(C(=CC=4C(=C(C(=CC5=C(C(=C(N5)C=C1N2)CC)CC)N4)CC)CC)N3)CC)CC)CC.[Pt+2] platinum (II) (octaethylporphyrin)